2-chloro-3-[(4-{[(2Z)-imidazolidin-2-ylidene]carbamoyl}-2-methanesulfonylphenyl)amino]-N-(1-methylcyclopropyl)benzamide ClC1=C(C(=O)NC2(CC2)C)C=CC=C1NC1=C(C=C(C=C1)C(N=C1NCCN1)=O)S(=O)(=O)C